1-(3-chloro-4,5,6,7-tetrahydropyrazolo[1,5-a]pyridin-2-yl)-5-methylamino-1H-pyrazole-4-carbonitrile ClC=1C(=NN2C1CCCC2)N2N=CC(=C2NC)C#N